2-(3,4-dimethoxyphenyl)-6-(r-isopropyl-[1,4'-bipiperidin]-4-yl)-4-methyl-1H-benzo[d]imidazole COC=1C=C(C=CC1OC)C1=NC2=C(N1)C=C(C=C2C)C2C[C@@H](N(CC2)C2CCNCC2)C(C)C